1-(5-chloro-4-{[6-chloro-7-(1-ethylpiperidin-4-yl)quinazolin-2-yl]amino}-1H-pyrazol-1-yl)-2-methylpropan-2-ol ClC1=C(C=NN1CC(C)(O)C)NC1=NC2=CC(=C(C=C2C=N1)Cl)C1CCN(CC1)CC